BrC1=C2CCN(C2=CC=C1)C=1N=CC=C2C=C(C=NC12)C=O 8-(4-bromoindolin-1-yl)-1,7-naphthyridine-3-carbaldehyde